9-(3-((3'-((2-chloro-4-formyl-5-hydroxyphenoxy)methyl)-2,2'-dimethyl-[1,1'-biphenyl]-3-yl)oxy)propyl)-3,9-diazaspiro[5.5]undecane-3-carboxylic acid tert-butyl ester C(C)(C)(C)OC(=O)N1CCC2(CC1)CCN(CC2)CCCOC=2C(=C(C=CC2)C2=C(C(=CC=C2)COC2=C(C=C(C(=C2)O)C=O)Cl)C)C